Ethyl 2-(4-chlorobenzyl)acrylate ClC1=CC=C(CC(C(=O)OCC)=C)C=C1